1-(4-methyl-1-piperazinyl)-3-methylenehept-4,6-diene CN1CCN(CC1)CCC(C=CC=C)=C